Chloroacetic acid Sodium [Na].ClCC(=O)O